C(C)(C)(C)OC(=O)N([C@H](C(=O)OC(C)(C)C)CCN=C=O)C tert-butyl (S)-2-((tert-butoxycarbonyl)(methyl)amino)-4-isocyanatobutanoate